8-(quinolin-2-ylmethyl)-2-(quinolin-3-ylmethyl)hexahydro-2H-pyrazino[1,2-a]pyrazine-6,9-dione N1=C(C=CC2=CC=CC=C12)CN1C(C2N(CCN(C2)CC=2C=NC3=CC=CC=C3C2)C(C1)=O)=O